CSCCCCCC(=NO)SC[C@@H](C(=O)NCC(=O)O)NC(=O)CC[C@@H](C(=O)O)N The molecule is an S-substituted glutathione in which the thiol hydrogen of glutathoine has been replaced by a 6-methylthiohexylhydroximoyl group. It has a role as a Brassica napus metabolite. It is a S-substituted glutathione and a N-hydroxyimidothioate.